ethoxylcarnitine O(CC)C(O)(C[N+](C)(C)C)CC([O-])=O